2-nitro-4-(2,3,5,6-tetrafluoro-4-trifluoromethylbenzylamino)phenol [N+](=O)([O-])C1=C(C=CC(=C1)NCC1=C(C(=C(C(=C1F)F)C(F)(F)F)F)F)O